4-[(2R,6R)-2-(3-aminoazetidine-1-carbonyl)-6-methyl-morpholin-4-yl]pyrazolo[1,5-a]pyridine-7-carbonitrile NC1CN(C1)C(=O)[C@H]1CN(C[C@H](O1)C)C=1C=2N(C(=CC1)C#N)N=CC2